ClC=1C=CC=2N(C[C@H]3N(C2C1)CC[C@H](C3)C(=O)O)C3=CC=C(C=C3)C(F)(F)F (trans)-2-chloro-5-(4-(trifluoromethyl)phenyl)-6,6a,7,8,9,10-hexahydro-5H-pyrido[1,2-a]quinoxaline-8-carboxylic acid